S(N)(=O)(=O)C1=CC=NN1CCOC1N(CCC1)C(=O)[O-] 2-(5-sulfamoylpyrazol-1-yl)ethoxylpyrrolidine-1-carboxylate